CC=1C(=NC=C(C1)NC=1N=CC2=C(N1)CN(CC2)C2=C(C1=C(OCCN1)N=C2)C)NCCN2CCOCC2 methyl-N5-(7-{8-methyl-1H,2H,3H-pyrido[2,3-b][1,4]oxazin-7-yl}-5H,6H,7H,8H-pyrido[3,4-d]pyrimidin-2-yl)-N2-[2-(morpholin-4-yl)ethyl]pyridine-2,5-diamine